tert-butyl (1-(2-fluoroethyl)azetidin-3-yl)carbamate FCCN1CC(C1)NC(OC(C)(C)C)=O